C(C)C1=C(C=C(CN2CC(NCC2)C2=C(C=CC=C2)C(C)C)C=C1)OC 1-(4-ethyl-3-methoxybenzyl)-3-(2-isopropylphenyl)piperazine